C(CCCCCCCCCCCCC)(=O)C1=C(C[C@H](N)C(=O)O)C2=CC=CC=C2N1 2-myristoyl-L-tryptophan